CC1=NC(=CC(=C1)B(O)O)C 2,6-dimethylpyridin-4-ylboronic acid